COC(=O)C1=CC=NC=C1NC1=C(C=C(C=C1)I)F 5-(2-fluoro-4-iodoanilino)pyridine-4-carboxylic acid methyl ester